bicyclo[2.2.2]-5-octene C12CCC(C=C1)CC2